ClC1=C(C(=CC=C1)Cl)N1N=C(C(=C1)NC1=CC=C(C=C1)C1=NN=CN1CC)C(=O)N 1-(2,6-dichlorophenyl)-4-((4-(4-ethyl-4H-1,2,4-triazol-3-yl)phenyl)amino)-1H-pyrazole-3-carboxamide